ClC=1C2=CN(N=C2C(=C(C1)C1=CC=C(C=C1)C1CCN(CC1)CC)Cl)C(C(=O)NC=1SC=CN1)C1=C2N(C=N1)CCC2 2-(4,7-Dichloro-6-(4-(1-ethylpiperidin-4-yl)phenyl)-2H-indazol-2-yl)-2-(6,7-dihydro-5H-pyrrolo[1,2-c]imidazol-1-yl)-N-(thiazol-2-yl)acetamide